R-(+)-2-(4-hydroxyphenoxy)propionic acid C[C@H](C(=O)O)OC1=CC=C(C=C1)O